1-((8-(3-hydroxyoxetan-3-yl)imidazo[1,2-a]pyridin-2-yl)methyl)-1H-1,2,3-triazole-4-carboxylic acid OC1(COC1)C=1C=2N(C=CC1)C=C(N2)CN2N=NC(=C2)C(=O)O